4-(4-(1,1-Dioxido-3-oxo-2,3-dihydrobenzo[b]thiophen-7-yl)phenyl)-N-(2-ethynylthiazol-4-yl)piperazine-1-carboxamide O=S1(C2=C(C(C1)=O)C=CC=C2C2=CC=C(C=C2)N2CCN(CC2)C(=O)NC=2N=C(SC2)C#C)=O